CN1N=CC(=C1C)S(=O)(=O)N1CCC(CC1)C=1C(=CC=2N(C1)N=CN2)C(F)(F)F 6-(1-((1,5-dimethyl-1H-pyrazol-4-yl)sulfonyl)piperidin-4-yl)-7-(trifluoromethyl)-[1,2,4]triazolo[1,5-a]pyridine